CC=1C=C(C=CC1C)C=1NC(C=2N(C1)N=C(C2C(F)(F)F)C(=O)NC2(CN(C2)C(=O)OC(C)(C)C)C2=CC=C(C=C2)F)=O tert-Butyl 3-{[6-(3,4-dimethylphenyl)-4-oxo-3-(trifluoromethyl)-4,5-dihydropyrazolo[1,5-a]pyrazine-2-carbonyl]amino}-3-(4-fluorophenyl)azetidine-1-carboxylate